(4-amino-3-methoxyphenyl)(morpholino)methanone NC1=C(C=C(C=C1)C(=O)N1CCOCC1)OC